C(C)S(=O)(=O)C1=CC=C(C=C1)C1(CCOCC1)NC(=O)C1=CN=CS1 N-(4-(4-(ethylsulfonyl)phenyl)tetrahydro-2H-pyran-4-yl)thiazole-5-carboxamide